3-(difluoromethyl)-1-methyl-1H-pyrazol FC(C1=NN(C=C1)C)F